N-[(3S,5S)-5-fluoro-1-(5-methylpyrazin-2-yl)piperidin-3-yl]carbamic acid tert-butyl ester C(C)(C)(C)OC(N[C@@H]1CN(C[C@H](C1)F)C1=NC=C(N=C1)C)=O